N-(2-chloro-5-(3-cyano-4-((1R-phenylethyl)amino)quinolin-6-yl)pyridin-3-yl)methanesulfonamide ClC1=NC=C(C=C1NS(=O)(=O)C)C=1C=C2C(=C(C=NC2=CC1)C#N)N[C@H](C)C1=CC=CC=C1